NCCCC1OCC2(CO1)COC(OC2)CCCN 3,9-Bis-(3-aminopropyl)-2,4,8,10-tetraoxa-spiro[5.5]undecan